N1(CC1)C=1C=C(C=NC1)C=1N=NN(C1)CC=1N=C2N(C=C(C=C2)CNCC23CC(C2)(C3)F)C1 1-[2-[[4-[5-(aziridin-1-yl)-3-pyridinyl]triazol-1-yl]methyl]imidazo[1,2-a]pyridin-6-yl]-N-[(3-fluoro-1-bicyclo[1.1.1]pentyl)methyl]methylamine